thianthrene diacrylate C(C=C)(=O)O.C(C=C)(=O)O.C1=CC=CC=2SC3=CC=CC=C3SC12